C(CCCC)(=O)NC1=NC(NC=C1)=O N4-pentanoyl-cytosine